[1,3-bis(2,6-diisopropylphenyl)imidazol-2-ylidene]palladium(0) C(C)(C)C1=C(C(=CC=C1)C(C)C)N1C(N(C=C1)C1=C(C=CC=C1C(C)C)C(C)C)=[Pd-2]